1,3,5-tri[(t-butylperoxy)isopropyl]benzene C(C)(C)(C)OOC(C)(C)C1=CC(=CC(=C1)C(C)(C)OOC(C)(C)C)C(C)(C)OOC(C)(C)C